5-(3-(2-hydroxyethyl)-4-((8-methyl-6-oxo-7-(trifluoromethyl)-5,6-dihydro-1,5-naphthyridin-3-yl)methyl)piperazin-1-yl)-N-methylpyridineamide OCCC1CN(CCN1CC=1C=NC=2C(=C(C(NC2C1)=O)C(F)(F)F)C)C=1C=CC(=NC1)C(=O)NC